(S)-N,N'-(decane-1,10-diyl)bis(2-((6S)-4-(4-chlorophenyl)-2,3,9-trimethyl-6H-thieno[3,2-f][1,2,4]triazolo[4,3-a][1,4]diazepin-6-yl)acetamide) C(CCCCCCCCCNC(C[C@H]1C=2N(C3=C(C(=N1)C1=CC=C(C=C1)Cl)C(=C(S3)C)C)C(=NN2)C)=O)NC(C[C@H]2C=3N(C1=C(C(=N2)C2=CC=C(C=C2)Cl)C(=C(S1)C)C)C(=NN3)C)=O